tert-butyl 4-(4-((tosyloxy)methyl)piperidin-1-yl)benzoate S(=O)(=O)(C1=CC=C(C)C=C1)OCC1CCN(CC1)C1=CC=C(C(=O)OC(C)(C)C)C=C1